C(CCCCCCC\C=C/C\C=C/CCCCC)(=O)OC1=C2C(=CNC2=CC=C1)C(C([2H])([2H])N(C([2H])([2H])[2H])C([2H])([2H])[2H])([2H])[2H] 3-(2-(bis(methyl-d3)amino)ethyl-1,1,2,2-d4)-1H-indol-4-yl (9Z,12Z)-octadeca-9,12-dienoate